3-(4-(2-(4-((2-chloropyrimidin-4-yl)methoxy)phenyl)propan-2-yl)phenyl)propane ClC1=NC=CC(=N1)COC1=CC=C(C=C1)C(C)(C)C1=CC=C(C=C1)CCC